FC(C1=C(C2=C(N=C(NC2=O)C)C(=N1)C)C#N)F 6-(difluoromethyl)-2,8-dimethyl-4-oxo-3,4-dihydropyrido[3,4-d]pyrimidine-5-carbonitrile